C1[C@@H](OCP(=O)(O1)O)CN2C=NC3=C2C=CN=C3N 3-deaza-9-(3-hydroxy-2-phosphonylmethoxypropyl)adenine